(E)-3-(3-chloro-4-(2-fluoro-4-hydroxy-3-isopropylbenzyl)-5-methylphenyl)acrylic acid ClC=1C=C(C=C(C1CC1=C(C(=C(C=C1)O)C(C)C)F)C)/C=C/C(=O)O